[5-(5-chloro-2-methylbenzoxazol-6-yl)(2-thienyl)]-N-(2,6-difluorophenyl)carboxamide ClC=1C(=CC2=C(N=C(O2)C)C1)C1=CC=C(S1)C(=O)NC1=C(C=CC=C1F)F